[Cu].CS(=O)(=O)C1=CC=C(C=C1)N[C@@H](CO)C(=O)O (2S,3R)-p-methylsulfonylphenylserine copper